5-amino-4-[6'-(4-tert-butoxycarbonylpiperazin-1-yl)-3'-oxo-spiro[cyclopropane-1,1'-isoindoline]-2'-yl]-5-oxo-pentanoic acid NC(C(CCC(=O)O)N1C2(C3=CC(=CC=C3C1=O)N1CCN(CC1)C(=O)OC(C)(C)C)CC2)=O